methyl 1,2,3,4-tetrahydro-1-oxo-2-naphthalenecarboxylate O=C1C(CCC2=CC=CC=C12)C(=O)OC